[5-[bis[(4-methoxyphenyl)methyl]amino]-6-methyl-1H-pyrrolo[3,2-b]pyridine-2-yl]methanol COC1=CC=C(C=C1)CN(C1=C(C=C2C(=N1)C=C(N2)CO)C)CC2=CC=C(C=C2)OC